C1(CCCCC1)SC1=CC=C(C=C1)[N+](=O)[O-] 1-(cyclohexylthio)-4-nitrobenzene